Tert-Butyl 4-[[2-(1-hydroxyethyl)pyridin-3-yl]methyl]piperazine-1-carboxylate OC(C)C1=NC=CC=C1CN1CCN(CC1)C(=O)OC(C)(C)C